1-Ethanethiol C(C)S